O=C(CCCCCCC)NCC(=O)O N-(1-oxooctyl)glycine